(R)-6-(8-methyl-3-(3-methyl-1,2,4-thiadiazol-5-yl)-5,6,7,8-tetrahydro-[1,2,4]triazolo[4,3-a]pyrazine-7-carbonyl)-3,4-dihydroisoquinoline-2(1H)-carboxylic acid tert-butyl ester C(C)(C)(C)OC(=O)N1CC2=CC=C(C=C2CC1)C(=O)N1[C@@H](C=2N(CC1)C(=NN2)C2=NC(=NS2)C)C